4-(3-methyl-2-nitroanilino)butan-1-ol CC=1C(=C(NCCCCO)C=CC1)[N+](=O)[O-]